C(C)N1C(N(SC1=NCCCCCCCCNC=1C2=CC=CC=C2N=C2CCCCC12)C(C)C)=O 4-Ethyl-2-isopropyl-5-[8-(1,2,3,4-tetrahydro-acridin-9-ylamino)-octylimino]-[1,2,4]thiadiazolidin-3-one